OC1=C2[C@H]3[C@H](C(OC2=CC(=C1C(=O)N1CC2=CC=CC=C2C1)CCCCC)(C)C)CCC(=C3)C ((6aR,10aR)-1-hydroxy-6,6,9-trimethyl-3-pentyl-6a,7,8,10a-tetrahydro-6H-benzo[c]chromen-2-yl)(isoindolin-2-yl)methanone